BrC(C(=O)NC1=NC=C(C=C1)Br)C 2-bromo-N-(5-bromopyridin-2-yl)propanamide